C(CCC)N(CCCC)CN1N=NC2=C1C=CC(=C2)C(=O)O 1-[N,N-bis(1-butyl)aminomethyl]-5-carboxylbenzotriazole